4-(1,1,1-trifluorobut-2-en-2-yl)pyridin FC(C(=CC)C1=CC=NC=C1)(F)F